FC1=C(C=CC(=C1)C)C1=NC(=NC2=NC(=C(N=C12)C)C)[C@H]1C[C@@H](OCC1)C1=CC(=NC=C1)C 4-(2-fluoro-4-methylphenyl)-6,7-dimethyl-2-((2R,4R)-2-(2-methylpyridin-4-yl)tetrahydro-2H-pyran-4-yl)pteridine